1'-(4-Iodo-1-methyl-1H-pyrazol-5-yl)spiro[cyclopropane-1,3'-indolin]-2'-one IC=1C=NN(C1N1C(C2(C3=CC=CC=C13)CC2)=O)C